2-acetamido-2-deoxy-1,3,4,6-tetraacetyl-beta-D-glucopyranose C(C)(=O)N[C@H]1[C@](O)(O[C@@H]([C@]([C@@]1(O)C(C)=O)(O)C(C)=O)C(O)C(C)=O)C(C)=O